FC1=CN(C=2N=NC(=CC21)C2=C(C=C(C=C2C)C(F)(F)F)O)C2CC(C2)(C)O 2-{5-fluoro-7-[(1s,3s)-3-hydroxy-3-methylcyclobutyl]-7H-pyrrolo[2,3-c]pyridazin-3-yl}-3-methyl-5-(trifluoromethyl)phenol